C(C)OC(=O)[C@H]1[C@@H](N(C[C@@H]1C1=CC2=C(OCO2)C=C1)CC(=O)N(CCCC)CCCC)C1=CC=C(C=C1)OC ethyl-(2R,3R,4S)-4-(benzo[d][1,3]dioxolan-5-yl)-1-[2-(dibutylamino)-2-oxoethyl]-2-(4-Methoxyphenyl)pyrrolidine-3-carboxylate